CN1C(C2=CC=CC=C2C(=C1)C1=C(C=CC(=C1)S(=O)(=O)C)OC1COCC1)=O 2-methyl-4-[5-methylsulfonyl-2-(oxolan-3-yloxy)phenyl]isoquinolin-1-one